2-[4-[[(3,4-dimethylpyrimido[4',5':4,5]thieno[2,3-c]pyridazin-8-yl)amino]methyl]phenyl]propane-1,2-diol CC1=C(C2=C(N=N1)SC1=C2N=CN=C1NCC1=CC=C(C=C1)C(CO)(C)O)C